Benzyl-(S)-4-cyclobutene C(C1=CC=CC=C1)C=1CCC1